[W]=O.[Fe].[Pb] lead-iron-tungsten oxide